3-tetrahydropyran-4-yl-propanenitrile O1CCC(CC1)CCC#N